[Br-].OCC[NH2+]CC N-hydroxyethyl-N-ethyl-ammonium bromide